NCC1=CC(=C(C(=C1)C)NC(=O)C1=CC2=C(OCCC3=C2SC=C3)C=C1C=1C(=NC(=CC1)C(=O)N1[C@H](CCCC1)C(F)(F)F)C(=O)O)C (R)-3-(9-((4-(aminomethyl)-2,6-dimethylphenyl)carbamoyl)-4,5-dihydrobenzo[b]thieno[2,3-d]oxepin-8-yl)-6-(2-(trifluoromethyl)piperidine-1-carbonyl)picolinic acid